CN(S(O)(=O)=O)C.CN(S(O)(=O)=O)C.C1=CC=C(C=C1)C1=CC=CC=C1 4,4'-biphenyl di(N,N-dimethyl sulfamate)